C1(=CC=CC=C1)SC1=C2C(=NO1)C=CC=C2 (phenylthio)benzo[c]isoxazole